N-cyclopentyl-2-(2,6-diazaspiro[3.4]octan-6-yl)benzo[d]thiazole-6-carboxamide C1(CCCC1)NC(=O)C1=CC2=C(N=C(S2)N2CC3(CNC3)CC2)C=C1